N-[3-(chlorodimethylsilyl)-propyl]-N-methylmethanesulfonamide Cl[Si](CCCN(S(=O)(=O)C)C)(C)C